COC(=O)C1CC2(CCNC=3N2N=C(C3C(N)=O)C3=CC=C2C=CC(=NC2=C3)C3=CC=CC=C3)C1 3'-carbamoyl-2'-(2-phenylquinolin-7-yl)-5',6'-dihydro-4'H-spiro[cyclobutane-1,7'-pyrazolo[1,5-a]pyrimidine]-3-carboxylic acid methyl ester